3,5-dichlorobenzoyl-acetonitrile ClC=1C=C(C(=O)CC#N)C=C(C1)Cl